(S)-6-(4-cyanophenyl)-4-(pyrazin-2-yl)-3,6-dihydropyridine-1(2H)-carboxylic acid benzyl ester C(C1=CC=CC=C1)OC(=O)N1CCC(=C[C@H]1C1=CC=C(C=C1)C#N)C1=NC=CN=C1